trans-3-hexene-1,2-dicarboxylic acid C(C(\C=C\CC)C(=O)O)C(=O)O